Azido-Phenylalanine N[C@@H](CC1=CC=C(N=[N+]=[N-])C=C1)C(=O)O